C(=O)(C=C)CO[Si](OC)(OC)CCCS acryl-3-mercaptopropyl-trimethoxysilane